C(C)(C)(C)C1CCC=2N=C3C=C(C(=CC3=CC2C1)C(=O)N[C@H](CCN1CCC(CC1)O)C1=CC=C(C=C1)N1C(OCC1)=O)F 7-tert-butyl-3-fluoro-N-{(1R)-3-(4-hydroxypiperidin-1-yl)-1-[4-(2-oxo-1,3-oxazolidin-3-yl)phenyl]propyl}-5,6,7,8-tetrahydroacridine-2-carboxamide